MALEYLACETOACETATE O=C(O)/C=C\C(=O)CC(=O)CC(=O)O